4-(7-(3-Aminopiperidin-1-yl)-3-(4-cyanophenyl)-3H-imidazo[4,5-b]pyridin-2-yl)-2-fluorobenzonitrile NC1CN(CCC1)C1=C2C(=NC=C1)N(C(=N2)C2=CC(=C(C#N)C=C2)F)C2=CC=C(C=C2)C#N